7-(4-(benzo[d]thiazol-2-ylcarbamoyl)benzyl)-2,7-diazaspiro[3.5]nonane-2-carboxylic acid tert-butyl ester C(C)(C)(C)OC(=O)N1CC2(C1)CCN(CC2)CC2=CC=C(C=C2)C(NC=2SC1=C(N2)C=CC=C1)=O